BrCCOC=1C=CC=C2C(=CC=C(C12)C=O)OC 8-(2-bromoethoxy)-4-methoxynaphthalene-1-carbaldehyde